CN(S(=O)(=O)C1=CC=C(C=C1)S(=O)(=O)N1C(CC(C2=CC=C(C=C12)C)C)(C)C)C N,N-dimethyl-4-((2,2,4,7-tetramethyl-3,4-dihydroquinolin-1(2H)-yl)sulfonyl)benzenesulfonamide